CSC1=NC=C2C(=N1)N(C(N(C2)[C@H]2CCN(C1=C(C=CC=C21)C)C(C(F)(F)F)=O)=O)C2COCC2 7-methylsulfanyl-3-[(4S)-8-methyl-1-(2,2,2-trifluoroacetyl)-3,4-dihydro-2H-quinolin-4-yl]-1-tetrahydrofuran-3-yl-4H-pyrimido[4,5-d]pyrimidin-2-one